(S,E)-2-(3,3-difluorocyclobutyl)-N-(4-(methylsulfonyl)but-3-en-2-yl)-4-phenoxypyrimidine-5-carboxamide FC1(CC(C1)C1=NC=C(C(=N1)OC1=CC=CC=C1)C(=O)N[C@@H](C)\C=C\S(=O)(=O)C)F